N1(CCCC1)C1=CC=C(C=C1)\C(\C=N\NC(NCC)=S)=N\NC(NCC)=S (2Z,2'E)-2,2'-(1-(4-(pyrrolidin-1-yl)phenyl)ethane-1,2-diylidene)bis(N-ethylhydrazine-1-carbothioamide)